C(C1=CC=CC=C1)NS(=O)(=O)C1=C(C=C(C(=C1)OC)OC)Br N-benzyl-2-bromo-4,5-dimethoxybenzenesulfonamide